SC1=CC=C(C=C1)S(=O)(=O)[O-].[Li+] lithium 4-mercaptobenzenesulfonate